4-(2,4,5-trifluorophenyl)pyridin-3-amine FC1=C(C=C(C(=C1)F)F)C1=C(C=NC=C1)N